5-chloromethyl-1,3-benzodioxole ClCC1=CC2=C(OCO2)C=C1